ClC1=C(C(=NN1)C)NC(C1=C(C=C(C(=C1)F)C1=NN(C(=C1)C(C)(C)O)C)O[C@H](C(F)(F)F)C)=O (S)-N-(5-Chloro-3-methyl-1H-pyrazol-4-yl)-5-fluoro-4-(5-(2-hydroxypropan-2-yl)-1-methyl-1H-pyrazol-3-yl)-2-((1,1,1-trifluoropropan-2-yl)oxy)benzamide